BrC=1N=CN2C1C=NC=C2 1-bromoimidazo[1,5-a]pyrazine